BrC1=CC=CC=C1.[S] sulfur bromobenzene